1-(4-((4-((3-methyl-4-((2-methyl-2H-pyrazolo[4,3-b]pyridin-6-yl)oxy)phenyl)amino)pyrido[3,2-d]pyrimidin-6-yl)oxy)piperidin-1-yl)prop-2-en-1-one CC=1C=C(C=CC1OC1=CC=2C(N=C1)=CN(N2)C)NC=2C1=C(N=CN2)C=CC(=N1)OC1CCN(CC1)C(C=C)=O